tert-butyl (1S,5S,6R)-6-((tert-butoxycarbonyl) amino)-8-oxa-3-azabicyclo[3.2.1]octane-3-carboxylate C(C)(C)(C)OC(=O)N[C@H]1[C@@H]2CN(C[C@H](C1)O2)C(=O)OC(C)(C)C